4-methylimidazolemethanol CC=1N=C(NC1)CO